(R)-(R)-2-(2-(methoxymethyl)-4-(5-((trimethylsilyl)ethynyl)pyrimidin-2-yl)piperazin-1-yl)-1,3,5-triazine COC[C@@H]1N(CCN(C1)C1=NC=C(C=N1)C#C[Si](C)(C)C)C1=NC=NC=N1